CC1(C(=O)N(C(=S)N1C2=CC(=C(C=C2)C(=O)N)F)C3=CC(=C(C=C3)C#N)C(F)(F)F)C The molecule is a benzamide obtained by formal condensation of the carboxy group of 4-{3-[4-cyano-3-(trifluoromethyl)phenyl]-5,5-dimethyl-4-oxo-2-thioxoimidazolidin-1-yl}-2-fluorobenzoic acid with ammonia. It has a role as an antineoplastic agent and an androgen antagonist. It is a member of benzamides, an imidazolidinone, a nitrile, a thiocarbonyl compound, a member of (trifluoromethyl)benzenes and a member of monofluorobenzenes.